BrC1=C(C=CC(=C1)[N+](=O)[O-])C(COC([C@H](CCCOCC1=CC=CC=C1)NC(=O)OC(C)(C)C)=O)=O (S)-5-(benzyloxy)-2-(tert-butoxycarbonylamino)pentanoic acid 2-(2-bromo-4-nitrophenyl)-2-oxoethyl ester